C(C)(C)(C)OC(=O)N1[C@@H](CN([C@H](C1)C)C=1C2=C(N=CN1)N(C=C2C2=NC=CN=C2C)S(=O)(=O)C2=CC=C(C)C=C2)C.C(CCC)C2=CC=C(C=C2)NC2=CC=C(C=1C(C3=C(C=CC(=C3C(C21)=O)NC2=CC=C(C=C2)CCCC)NC2=CC=C(C=C2)CCCC)=O)NC2=CC=C(C=C2)CCCC 1,4,5,8-tetra(4-n-butylphenylamino)anthraquinone tert-Butyl-(2R,5S)-2,5-dimethyl-4-(5-(3-methylpyrazin-2-yl)-7-tosyl-7H-pyrrolo[2,3-d]pyrimidin-4-yl)piperazine-1-carboxylate